(1-tert-butoxycarbonyl-3-ethynyl-pyrrolidin-3-yl)-4-[3-[2-(cyclopropoxy)-3-pyridyl]pyrazolo[1,5-a]pyrimidin-5-yl]piperazine-1-carboxylate C(C)(C)(C)OC(=O)N1CC(CC1)(C#C)OC(=O)N1CCN(CC1)C1=NC=2N(C=C1)N=CC2C=2C(=NC=CC2)OC2CC2